1-(2-isopropoxyethyl)-2-thioxo-1,2,3,5-tetrahydro-pyrrolo[3,2-d]pyrimidin-4-one C(C)(C)OCCN1C(NC(C2=C1C=CN2)=O)=S